[Na].[Na].[Na].[Na].C(CN([C@@H](CCC(=O)O)C(=O)O)CC(=O)O)(=O)O L-glutamic acid N,N-diacetic acid tetrasodium